C(=O)O.C(CC)OC(=O)C1=C(N=C(S1)NC([C@@H](CNC(C1=CC(=CC=C1)C1=NOC(=N1)C)=O)N)=O)C (R)-2-(2-amino-3-(3-(5-methyl-1,2,4-oxadiazol-3-yl)benzoylamino)propionylamino)-4-methylthiazole-5-carboxylic acid propyl ester formate salt